N,N'-(5-Amino-3-iminopyridin-2,6(1H,3H)diyliden)bis[2-(morpholin-4-yl)pyrazolo-[1,5-a]pyridin-3-amin] NC1=CC(C(NC1=NC=1C(=NN2C1C=CC=C2)N2CCOCC2)=NC=2C(=NN1C2C=CC=C1)N1CCOCC1)=N